4-Ethoxy-3-hydroxy-benzaldehyd C(C)OC1=C(C=C(C=O)C=C1)O